7-((2-amino-1-(2,3-dichloro-6-fluorophenyl)ethyl)amino)-2-methylisoquinolin-1(2H)-one hydrochloride Cl.NCC(C1=C(C(=CC=C1F)Cl)Cl)NC1=CC=C2C=CN(C(C2=C1)=O)C